indoledisulfonate N1C(=C(C2=CC=CC=C12)S(=O)(=O)[O-])S(=O)(=O)[O-]